5α-androstan-2β,17β-Dibutyrat C[C@@]12[C@H](CC[C@H]1[C@@H]1CC[C@H]3CC[C@H](C[C@]3(C)[C@H]1CC2)CCCC(=O)[O-])CCCC(=O)[O-]